BrC=1C=C2C(=NC=NC2=CC1)N1[C@H]2CN(C[C@@H]1CC2)C2=NC=CC=C2 6-bromo-4-((1R,5S)-3-(pyridin-2-yl)-3,8-diazabicyclo[3.2.1]octan-8-yl)quinazoline